Cl.C(=C)C1=CC=C(CN(CCN)CCC[Si](OC)(OC)OC)C=C1 N-(p-vinylbenzyl)-N-(trimethoxysilylpropyl)ethylenediamine hydrochloride